C(C1=CC=CC=C1)OP(OCC1=CC=CC=C1)(=O)CCC1CCN(CC1)C1=CC2=C(C(NN=C2)=O)C(=N1)OC dibenzyl-(2-(1-(5-methoxy-4-oxo-3,4-dihydropyrido[3,4-d]pyridazin-7-yl)piperidin-4-yl)ethyl)phosphonic acid